tert-butyl N-[2-[4-amino-2-[(4-methoxyphenyl)methyl]-5-methyl-pyrazol-3-yl]-6-fluoro-4-morpholino-phenyl]carbamate NC1=C(N(N=C1C)CC1=CC=C(C=C1)OC)C1=C(C(=CC(=C1)N1CCOCC1)F)NC(OC(C)(C)C)=O